N1N=CC(=C1)CCCNC(C1=CC(=C(C=C1)S(=O)(=O)CC1=NN(C=C1)C)C#CC1=CC=C(C=C1)N(C)C)=O N-(3-(1H-pyrazol-4-yl)propyl)-3-((4-(dimethylamino)phenyl)ethynyl)-4-(((1-methyl-1H-pyrazol-3-yl)methyl)sulfonyl)benzamide